N-((S)-1-(2-Fluorophenyl)ethyl)-4-((R)-3-(3-(trifluoromethyl)phenoxy)pyrrolidin-1-yl)tetrahydro-2H-pyran-4-carboxamide FC1=C(C=CC=C1)[C@H](C)NC(=O)C1(CCOCC1)N1C[C@@H](CC1)OC1=CC(=CC=C1)C(F)(F)F